8-(4-(benzo[d]thiazole-2-yl)phenoxy)-N-hydroxyoctanoamide S1C(=NC2=C1C=CC=C2)C2=CC=C(OCCCCCCCC(=O)NO)C=C2